3'-monotropoyl-guanosine 5'-diphosphate P(O)(=O)(OP(=O)(O)O)OC[C@@H]1[C@]([C@H]([C@@H](O1)N1C=NC=2C(=O)NC(N)=NC12)O)(O)C(C(CO)C1=CC=CC=C1)=O